CCCCCCCCCCCCCCCCCC(=O)NCNC(=O)CCCCCCCCCCCCCCCCC methylenebis(stearamide)